CC(CN(C1=C(C=C(C=C1)S)NC(NC1=C(C=C(C=C1)F)F)=O)CC(C)C)C 3-[2-[bis(2-methylpropyl)amino]-5-sulfanylphenyl]-1-(2,4-difluorophenyl)urea